CSC1=NC=CC(=N1)N1CCC(CC1)C(=O)N1OCC[C@H]1C=1C=C(C=NC1)C#N 5-[(3S)-2-[1-(2-Methylsulfanylpyrimidin-4-yl)piperidine-4-carbonyl]isoxazolidin-3-yl]pyridine-3-carbonitrile